2-(2-(3-(pyridin-2-yl)-4-(quinolin-4-yl)-1H-pyrazol-1-yl)acetamido)acetic acid N1=C(C=CC=C1)C1=NN(C=C1C1=CC=NC2=CC=CC=C12)CC(=O)NCC(=O)O